1-benzyl-4,4-dimethylpiperidine-3,5-dione C(C1=CC=CC=C1)N1CC(C(C(C1)=O)(C)C)=O